NC1=NC(=CC(=N1)NC1=C(C(=O)N)C=CC=C1)NC1=NC(=CC=C1)C 2-((2-amino-6-((6-methylpyridin-2-yl)amino)pyrimidin-4-yl)amino)benzamide